Cl.N1N=CC2=CC(=CC=C12)[C@H](C)N (1S)-1-(1H-Indazol-5-yl)ethan-1-amine hydrochloride